tetra-ethoxy-silane C(C)O[Si](OCC)(OCC)OCC